2-chloro-4-(ethylsulfanyl)pyridine ClC1=NC=CC(=C1)SCC